FC1=C(C=2C=NC(=NC2C=C1C1=C(C2=C(OCCN2)N=C1)C)NC1=C(C=C2CCNCC2=C1)OC)N 6-fluoro-N~2~-(6-methoxy-1,2,3,4-tetrahydroisoquinolin-7-yl)-7-(8-methyl-2,3-dihydro-1H-pyrido[2,3-b][1,4]oxazin-7-yl)quinazoline-2,5-diamine